C(=O)(O)CN1CCN(CCN(CCN(CC1)CC(=O)O)CC(=O)O)C(C(=O)O)CCC(=O)O 2-(4,7,10-tris(carboxymethyl)-1,4,7,10-tetraazacyclododecan-1-yl)glutaric acid